[Cl-].[Cl-].C1(=CC=C(C=C1)C)C para-xylene dichloride